COC1=C(C(=CC(=C1)C1=NC2=C(N1)C=CC(=C2)C2CCN(CC2)C)O)O 3-methoxy-5-(5-(1-methylpiperidin-4-yl)-1H-benzo[d]imidazol-2-yl)benzene-1,2-diol